8-Chloro-2-[1-[2-(3,3-difluoropyrrolidin-1-yl)ethyl]pyrazol-4-yl]-7-[(2-methyl-3H-benzimidazol-5-yl)oxy]quinoxaline ClC=1C(=CC=C2N=CC(=NC12)C=1C=NN(C1)CCN1CC(CC1)(F)F)OC1=CC2=C(N=C(N2)C)C=C1